diethylmethyl xanthate O(C(=S)[S-])C(CC)CC